(4-((2-(1,1-difluoroethyl)-6-methylpyrimidin-4-yl)amino)-5-(1-(2-methoxyethyl)-1H-1,2,3-triazol-4-yl)pyridin-2-yl)acetamide lithium [Li].FC(C)(F)C1=NC(=CC(=N1)NC1=CC(=NC=C1C=1N=NN(C1)CCOC)CC(=O)N)C